N-(2-(4,4-Difluoropiperidin-1-yl)-6-methylpyrimidin-4-yl)-4-(3,3-dioxido-1,3,4-oxathiazinan-4-yl)-2-(6-azaspiro[2.5]octan-6-yl)benzamide FC1(CCN(CC1)C1=NC(=CC(=N1)NC(C1=C(C=C(C=C1)N1S(COCC1)(=O)=O)N1CCC2(CC2)CC1)=O)C)F